5-((3-(2,6-dioxopiperidin-3-yl)-4-oxo-3,4-dihydrobenzo[d][1,2,3]triazin-5-yl)amino)pentanoic acid O=C1NC(CCC1N1N=NC2=C(C1=O)C(=CC=C2)NCCCCC(=O)O)=O